CC(C)N1C(=NN=C1)CCCN1C2CCCC1C(C2)C2=CNC1=CC=CC=C21 3-(8-(3-(4-(propan-2-yl)-4H-1,2,4-triazol-3-yl)propyl)-8-azabicyclo[3.2.1]oct-6-yl)-1H-indole